C(=O)(O)CC=1C(=C(C(=O)NC2=C(C(=O)O)C=CC=C2)C=C(C1)O)O 2-(3-(carboxymethyl)-2,5-dihydroxybenzoylamino)benzoic acid